3-(1-Acetylpiperidin-4-yl)-1-((4-(morpholine-4-carbonyl)phenyl)amino)imidazo[1,5-a]pyrazine C(C)(=O)N1CCC(CC1)C1=NC(=C2N1C=CN=C2)NC2=CC=C(C=C2)C(=O)N2CCOCC2